4-(4-(1,5-dimethyl-3,8-diazabicyclo[3.2.1]octan-3-yl)-6,8-difluoro-2-(((2R,7aS)-2-fluorotetrahydro-1H-pyrrolizin-7a(5H)-yl)methoxy)quinazolin-7-yl)-5-ethynylnaphthalen-2-ol CC12CN(CC(CC1)(N2)C)C2=NC(=NC1=C(C(=C(C=C21)F)C2=CC(=CC1=CC=CC(=C21)C#C)O)F)OC[C@]21CCCN1C[C@@H](C2)F